The molecule is a retinoid consisting of 3,7-dimethylnona-2,4,6,8-tetraenoic acid substituted at position 9 by a 2,6,6-trimethylcyclohex-1-en-1-yl group (geometry of the four exocyclic double bonds is not specified). It has a role as a human metabolite. It is a retinoid and an alpha,beta-unsaturated monocarboxylic acid. It is a conjugate acid of a retinoate. CC1=C(C(CCC1)(C)C)C=CC(=CC=CC(=CC(=O)O)C)C